N-[[6-(pyrimidine-5-carbonyl)-6-azaspiro[2.5]octan-2-yl]methyl]furo[2,3-c]pyridine-2-carboxamide N1=CN=CC(=C1)C(=O)N1CCC2(C(C2)CNC(=O)C2=CC=3C(=CN=CC3)O2)CC1